OC1=C2C(C(=COC2=C(C(=C1)O)OC)C1=CC=C(C=C1)[O-])=O 4-(5,7-dihydroxy-8-methoxy-4-oxo-4H-chromen-3-yl)phenolate